NC=1C2=C(N=CN1)N(C(=C2C2=CC=C(C=C2)OC2=NC=CC=N2)C2CN(CC2)C(C=C)=O)CC 1-(3-(4-amino-7-ethyl-5-(4-(pyrimidin-2-yloxy)phenyl)-7H-pyrrolo[2,3-d]pyrimidin-6-yl)pyrrolidin-1-yl)prop-2-en-1-one